NC1=C2C=C(N(C2=CC=C1)C1=NC=2[C@H](CCCC2C(=N1)NCC1=CC=CC=C1)OC)C (8S)-2-(4-amino-2-methyl-indol-1-yl)-N-benzyl-8-methoxy-5,6,7,8-tetrahydroquinazolin-4-amine